6-(benzyloxy)-4-(methoxymethyl)-N'-(2,2,2-trifluoroacetyl)-9H-pyrido[3,4-b]indole-3-carbohydrazide C(C1=CC=CC=C1)OC=1C=C2C3=C(NC2=CC1)C=NC(=C3COC)C(=O)NNC(C(F)(F)F)=O